[La].OC=1[C@H](OC(C1O)=O)[C@H](CO)O vitamin C lanthanum